[N+](=O)([O-])C1=C(C=CC=C1)C1=NC2=CC=CC=C2C=C1 2-(2-Nitrophenyl)quinoline